6-(methylthio)-1H-pyrazolo[3,4-d]Pyrimidine-1-carboxylic acid tert-butyl ester C(C)(C)(C)OC(=O)N1N=CC=2C1=NC(=NC2)SC